ClC=1C(=C(C=CC1OC(C)C)NC=1C2=C(N=CN1)C=CC(=N2)N2CC1(CCN1)C2)F N-(3-chloro-2-fluoro-4-isopropoxyphenyl)-6-(1,6-diazaspiro[3.3]heptan-6-yl)pyrido[3,2-d]pyrimidin-4-amine